N1N=C(C=C1)C(=O)OCCC propyl 1H-pyrazole-3-carboxylate